N2-(1-methyl-1H-pyrazol-4-yl)-N4-(3-nitrophenyl)pyrimidine-2,4-diamine CN1N=CC(=C1)NC1=NC=CC(=N1)NC1=CC(=CC=C1)[N+](=O)[O-]